ClCC1=CC=C(C(=O)N(C)C)C=C1 4-(Chloro-methyl)-N,N-dimethylbenzamide